C[Si](CCOC(NCCCN(C(CCl)=O)[C@H](C1CCCCC1)C=1N(C=C(C1)C1=C(C=CC(=C1)F)F)CC1=CC=CC=C1)=O)(C)C 2-(Trimethylsilyl)ethyl-(3-{[(R)-[1-benzyl-4-(2,5-difluorophenyl)-1H-pyrrol-2-yl](cyclohexyl)methyl](chloroacetyl)amino}propyl)carbamat